CN1N=CC(=C1)C(C(=O)N)=C (1-methyl-1H-pyrazol-4-yl)propenamide